Ethyl (E)-3-(4-chlorothiophen-2-yl)acrylate ClC=1C=C(SC1)/C=C/C(=O)OCC